1-phenyl-1H-imidazo[4,5-f][1,10]phenanthroline C1(=CC=CC=C1)N1C=NC2=C3C=CC=NC3=C3N=CC=CC3=C21